CC1=NOC(=C1C=1C=C(C=C(C1)O)C(O)C1=CC=CC=C1)C 3-(3,5-dimethyl-4-isoxazolyl)-5-hydroxy-α-phenylbenzenemethanol